4-(CYCLOHEXYLOXY)METHYLPHENYLBORONIC ACID C1(CCCCC1)OCC1=CC=C(C=C1)B(O)O